FC1=CC=C(C=C1)N1CCN(C2=CC=CC=C12)C(CCN1CCNCC1)=O 1-(4-(4-fluorophenyl)-3,4-dihydroquinoxaline-1(2H)-yl)-3-(piperazin-1-yl)propan-1-one